6-bromo-3-(4-methoxybenzyl)-1a,2,3,7B-tetrahydro-1H-cyclopropa[c][1,8]naphthyridine BrC1=CC=2C3C(CN(C2N=C1)CC1=CC=C(C=C1)OC)C3